{4-[4-isopropylamino-6-(6-trifluoromethyl-pyridin-2-yl)-[1,3,5]triazin-2-ylamino]-pyridin-2-yl}-acetonitrile C(C)(C)NC1=NC(=NC(=N1)C1=NC(=CC=C1)C(F)(F)F)NC1=CC(=NC=C1)CC#N